(2-oxa-7-azaspiro[3.4]oct-7-yl)pyrazolo[1,5-a]pyrimidine-3-carboxylic acid C1OCC12CCN(C2)C2=NN1C(N=CC=C1)=C2C(=O)O